tert-butyl (2R,6S)-4-(2-methoxy-8-{[2-methyl-7-(pyrimidin-5-yloxy)indazol-5-yl]carbamoyl}quinazolin-5-yl)-2,6-dimethylpiperazine-1-carboxylate COC1=NC2=C(C=CC(=C2C=N1)N1C[C@H](N([C@H](C1)C)C(=O)OC(C)(C)C)C)C(NC1=CC2=CN(N=C2C(=C1)OC=1C=NC=NC1)C)=O